2-(4-(3-methoxy-2-methylphenyl)-3-phenyl-1H-pyrrol-2-yl)-2-oxoacetic acid ethyl ester C(C)OC(C(=O)C=1NC=C(C1C1=CC=CC=C1)C1=C(C(=CC=C1)OC)C)=O